NC1=C(C=C(C=C1)OC(F)(F)F)O 2-Amino-5-(trifluoromethoxy)phenol